1-(2-((2-ethoxy-4-(4-methyl-4H-1,2,4-triazol-3-yl)phenyl)amino)-6-methylpyrido[3,4-d]pyrimidin-8-yl)piperidine-4-carbonitrile C(C)OC1=C(C=CC(=C1)C1=NN=CN1C)NC=1N=CC2=C(N1)C(=NC(=C2)C)N2CCC(CC2)C#N